2-(2-fluoro-4-(2-(1-methyl-1H-pyrazol-4-yl)-3H-imidazo[4,5-b]pyridin-7-yl)phenyl)cyclobutan-1-amine FC1=C(C=CC(=C1)C1=C2C(=NC=C1)NC(=N2)C=2C=NN(C2)C)C2C(CC2)N